C(C)(CC)C1CCCCC1 2-(sec-butyl)cyclohexan